Dimethyl 2-(methylamino)-5-nitroterephthalate CNC1=C(C(=O)OC)C=C(C(=C1)C(=O)OC)[N+](=O)[O-]